dopamine pelargonate C(CCCCCCCC)(=O)O.NCCC1=CC(O)=C(O)C=C1